NC(CCCO)CCCO 4-amino-1,7-heptanediol